[4-azaniumyl-5-[[4-azaniumyl-1-(4-pyrrolidin-1-ylbutoxycarbonyl)butyl]amino]-5-oxo-pentyl]ammonium [NH3+]C(CCC[NH3+])C(=O)NC(CCC[NH3+])C(=O)OCCCCN1CCCC1